1-(3-cyclopropylbenzyl)cyclobutane-1-carbonitrile C1(CC1)C=1C=C(CC2(CCC2)C#N)C=CC1